tert-butyl 3-(6-((3-bromo-2-methylbenzyl)oxy)-1H-benzo[des]isoquinolin-2(3H)-yl)propionate BrC=1C(=C(COC2=C3CC4=C(CN(CC4=C2)CCC(=O)OC(C)(C)C)C=C3)C=CC1)C